FC1=NC=CC=C1CC=1C=NN(C1)C(=O)N[C@@H]1C(N(C2=C(OC1)C=CC(=C2)C#CC2(CCOCC2)O)C)=O (S)-4-((2-Fluoropyridin-3-yl)methyl)-N-(7-((4-hydroxytetrahydro-2H-pyran-4-yl)ethynyl)-5-methyl-4-oxo-2,3,4,5-tetrahydrobenzo[b][1,4]oxazepin-3-yl)-1H-pyrazole-1-carboxamide